COC=1C=C(C=CC1OC)CC[C@@H](O)C=1C=C(C=CC1)NC(CCC(=O)OC(C)(C)C)=O tert-butyl (R)-4-((3-(3-(3,4-dimethoxyphenyl)-1-hydroxypropyl)phenyl)amino)-4-oxobutanoate